C1=CC=CC2=CC(=CC=C12)S(=O)(=O)O 6-naphthalinesulfonic acid